OC1(CCC(CC1)OC(=O)N1C(OCC1)(C)C)C 4-hydroxy-4-methylcyclohexyl-2,2-dimethyloxazolidine-3-carboxylate